7-morpholino-N-(oxetan-3-ylmethyl)-5-(3-(m-tolyl)-1H-pyrazol-1-yl)pyrazolo[1,5-a]pyrimidine-2-carboxamide O1CCN(CC1)C1=CC(=NC=2N1N=C(C2)C(=O)NCC2COC2)N2N=C(C=C2)C=2C=C(C=CC2)C